C(C)(C)(C)OC(=O)N[C@H](C(=O)N1CC2(CC2)C[C@H]1C(=O)O)C(C)(C)C (S)-5-((S)-2-((t-butoxycarbonyl)amino)-3,3-dimethylbutanoyl)-5-azaspiro[2.4]heptane-6-carboxylic acid